1,3-diacetoxyprop-2-yl acetate C(C)(=O)OC(COC(C)=O)COC(C)=O